ethylene glycol (terephthalate) C(C1=CC=C(C(=O)O)C=C1)(=O)O.C(CO)O